C1(CC1)C[C@@H](C(=O)OCC1=NC=CC=C1)NC(C[C@H]1N(C(CC1)=O)CC1=C(C(=CC=C1)F)F)=O Pyridin-2-ylmethyl (S)-3-cyclopropyl-2-(2-((S)-1-(2,3-difluorobenzyl)-5-oxopyrrolidin-2-yl)acetamido)propanoate